1-oxo-8-azaspiro[4.5]dec-2-ene-8-carboxylate O=C1C=CCC12CCN(CC2)C(=O)[O-]